N[C@@H](C(=O)NC)CCCOC1=C(C(=C(C=C1)Cl)Cl)CN1C2=NC=NC(=C2N=C1)N (R)-2-amino-5-(2-((6-amino-9H-purin-9-yl)methyl)-3,4-dichlorophenoxy)-N-methylpentanamide